6-aminobenzo[d]thiazol-2(3H)-one NC1=CC2=C(NC(S2)=O)C=C1